COC(C1=C(C(=CC=C1Br)[N+](=O)[O-])C)=O 6-bromo-2-methyl-3-nitrobenzoic acid methyl ester